FC1=C(OCCNC2(CCOCC2)C(=O)NC2(CC2)C2=CC=C(C(=O)OC)C=C2)C=CC=C1 Methyl 4-[1-[[4-[2-(2-fluorophenoxy)ethylamino]tetrahydropyran-4-carbonyl]amino]cyclopropyl]benzoate